1-(2-(6-chloro-2-(1-(2-hydroxy-2-methylpropyl)-1H-pyrazol-4-yl)pyrimidin-4-yl)-2,7-diazaspiro[3.5]nonan-7-yl)ethan-1-one ClC1=CC(=NC(=N1)C=1C=NN(C1)CC(C)(C)O)N1CC2(C1)CCN(CC2)C(C)=O